FC1=C(C2=C([C@H](C3=C(SC2)C2=C(C=C3)SC=C2)N2N3C(=CN4[C@H]2COCC4)C(=CC=C3)O)C=C1)F (R)-12-((R)-9,10-difluoro-6,11-dihydrobenzo[e]thieno[2',3':5,6]benzo[1,2-b]thiepin-6-yl)-7-hydroxy-3,4,12,12a-tetrahydro-1H-[1,4]oxazino[3,4-c]pyrido[2,1-f][1,2,4]triazine